7-chloro-5-(1-methyl-1H-pyrazol-3-yl)-3-(pyridin-4-yl)thieno[3,2-b]pyridine ClC1=C2C(=NC(=C1)C1=NN(C=C1)C)C(=CS2)C2=CC=NC=C2